(R)-5-guanidino-N-(4-hydroxybenzyl)-2-((R)-2-phenyl-2-(4-propylpiperidin-1-yl)acetamido)pentanamide N(C(=N)N)CCC[C@H](C(=O)NCC1=CC=C(C=C1)O)NC([C@H](N1CCC(CC1)CCC)C1=CC=CC=C1)=O